C1(CC1)NC(O[C@H]1C[C@H](CC1)C1=CC(=NN1)NC(COC1=C(C(=CC=C1)O)C=O)=O)=O (1R,3S)-3-(3-(2-(2-formyl-3-hydroxyphenoxy) acetamido)-1H-pyrazol-5-yl)cyclopentyl cyclopropylcarbamate